C(C)(C)(C)NCCOCCN1CCOCC1 tert-butylaminoethoxyethyl-morpholine